4-(3,4-difluorobenzenesulfonyl)piperazin FC=1C=C(C=CC1F)S(=O)(=O)N1CCNCC1